1-(4'-bromo-[1,1'-biphenyl]-4-yl)-2-ethyl-1H-benzo[d]Imidazole BrC1=CC=C(C=C1)C1=CC=C(C=C1)N1C(=NC2=C1C=CC=C2)CC